C1(=CC=CC2=CC=CC=C12)CN1CCNCC1 1-(1-naphthylmethyl)-piperazine